ClC1=CC=2NC(NC(C2C=N1)=O)=O 7-chloropyrido[4,3-d]pyrimidine-2,4(1H,3H)-dione